(2S,4R)-1-[(2S)-2-(4-cyclopropyltriazol-1-yl)-3,3-dimethyl-butanoyl]-N-[[1-[(3,4-dimethylphenyl)carbamoyl]cyclopentyl]methyl]-4-hydroxy-pyrrolidine-2-carboxamide C1(CC1)C=1N=NN(C1)[C@H](C(=O)N1[C@@H](C[C@H](C1)O)C(=O)NCC1(CCCC1)C(NC1=CC(=C(C=C1)C)C)=O)C(C)(C)C